4-Azidobutan-1-amine N(=[N+]=[N-])CCCCN